C(C#CC)OC=1N=CC(=NC1)/C(=C/C=1C=CC(=C(C1)[C@@]12N=C(SC[C@@H]1CN(C2)C2=NC=C(C=N2)F)N)F)/F (4aR,7aS)-7a-(5-((Z)-2-(5-(But-2-yn-1-yloxy)pyrazin-2-yl)-2-fluorovinyl)-2-fluorophenyl)-6-(5-fluoropyrimidin-2-yl)-4,4a,5,6,7,7a-hexahydropyrrolo[3,4-d][1,3]thiazin-2-amin